(E)-3-(6-aminopyridin-3-yl)-N-((5-(5-(3-hydroxy-3-(trifluoromethyl)azetidine-1-carbonyl)pyridin-2-yl)-7-(trifluoromethyl)benzofuran-2-yl)methyl)acrylamide NC1=CC=C(C=N1)/C=C/C(=O)NCC=1OC2=C(C1)C=C(C=C2C(F)(F)F)C2=NC=C(C=C2)C(=O)N2CC(C2)(C(F)(F)F)O